NC1CC2CCC(C1)N2C(=O)OC(C)(C)C t-butyl (3-exo)-3-amino-8-azabicyclo[3.2.1]octane-8-carboxylate